C(C)(C)(C)OC(=O)N1CCC2(C[C@H](NC2=O)CCO)CC1 (S)-3-(2-hydroxyethyl)-1-oxo-2,8-diazaspiro[4.5]decane-8-carboxylic acid tert-butyl ester